(9aR,10S)-10-((R)-(2,3-difluorophenyl)(phenyl)methyl)-3,5-dioxo-3,5,8,9,9a,10-hexahydro-7H-pyrrolo[1',2':4,5]pyrazino[1,2-b]pyridazin-4-yl morpholine-4-carboxylate N1(CCOCC1)C(=O)OC1=C2N(N=CC1=O)[C@H]([C@@H]1N(C2=O)CCC1)[C@H](C1=CC=CC=C1)C1=C(C(=CC=C1)F)F